C1(CCC1)C=1SC=2CN(CCC2N1)C1=NC(=NC=C1C)NN 2-Cyclobutyl-5-(2-hydrazineyl-5-methylpyrimidin-4-yl)-4,5,6,7-tetrahydrothiazolo[5,4-c]pyridine